BrC1=CC=CC=2N(C(=NC21)N2C(=CC=C2C)C)C 4-bromo-2-(2,5-dimethyl-1H-pyrrol-1-yl)-1-methyl-1H-benzo[d]imidazole